2-(difluoromethyl)-N-(6-methyl-5-(7-(methylamino)-1,6-naphthyridin-3-yl)pyridin-3-yl)isonicotinamide FC(C=1C=C(C(=O)NC=2C=NC(=C(C2)C=2C=NC3=CC(=NC=C3C2)NC)C)C=CN1)F